NC1=NC=CC2=CC=C(C=C12)C=1C=C2C(=NN(C2=CC1)C1CN(CC1)CC(=O)O)COC1=C(C=CC=C1)CC(=O)O 2-(2-((5-(1-aminoisoquinolin-7-yl)-1-(1-(carboxymethyl)pyrrolidin-3-yl)-1H-indazol-3-yl)methoxy)phenyl)acetic acid